BrCC=1C=NC=C(C1)S(=O)(=O)C 3-(bromomethyl)-5-(methyl-sulfonyl)pyridine